BrC=1C=C(C=CC1)S(=O)(=O)NC1=CC=C(C=C1)N1C2=C(NC(CC1=O)=O)C=1CCCCC1C=C2 3-bromo-N-[4-(2,4-dioxo-1,2,3,4,8,9,10,11-octahydronaphtho[1,2-b][1,4]diazepin-5-yl)phenyl]benzenesulfonamide